C(C)C=1N=C2N(C=C(C=C2)C=2C=NC(=NC2)N2CC(C2)=O)C1N(C=1SC=C(N1)C1=CC=C(C=C1)F)C 2-((2-ethyl-6-(2-(3-oxoazetidin-1-yl)pyrimidin-5-yl)imidazo[1,2-a]pyridin-3-yl)(methyl)amino)-4-(4-fluorophenyl)thiazole